N-ethoxymethyl-N-(methoxymethyl)methacrylamide C(C)OCN(C(C(=C)C)=O)COC